FC1=C(C=CC=C1)CCNCC(=O)N(CC(C)C)CC(=O)N(CCCN1C(CCC1)=O)CC(=O)OC methyl 2-[2-(2-{[2-(2-fluorophenyl)ethyl]amino}-N-(2-methylpropyl)acetamido)-N-[3-(2-oxopyrrolidin-1-yl)propyl]acetamido]acetate